N-[(S)-(6-methoxyquinolin-4-yl)(2-vinyl-4-azabicyclo[2.2.2]oct-8-yl)methyl]-3,5-bis(trifluoromethyl)benzenesulfonamide COC=1C=C2C(=CC=NC2=CC1)[C@H](NS(=O)(=O)C1=CC(=CC(=C1)C(F)(F)F)C(F)(F)F)C1CC2C(CN1CC2)C=C